4-(5-fluoro-2-methylphenyl)-N-((3aR,5s,6aS)-2-((tetrahydro-2H-pyran-4-yl)methyl)octahydrocyclopenta[c]pyrrol-5-yl)thieno[2,3-d]pyridazin-7-amine FC=1C=CC(=C(C1)C1=C2C(=C(N=N1)NC1C[C@@H]3[C@@H](CN(C3)CC3CCOCC3)C1)SC=C2)C